C(C(CC(C)C(=O)O)C(=O)O)(C(=O)O)C(=O)O 1,1,2,4-pentanetetracarboxylic acid